CC=1NC(=C(N1)C(F)(F)F)C(=O)OCC ethyl 2-methyl-4-(trifluoromethyl)-1H-imidazole-5-carboxylate